Cl.FC=1C=C(C=CC1)C1(CNC1)O 3-(3-fluorophenyl)azetidin-3-ol HCl salt